N-(1''-(6-((4,4-difluoropiperidin-1-yl)methyl)picolinoyl)dispiro[cyclopropane-1,1'-cyclohexane-4',3''-indolin]-5''-yl)methanesulfonamide FC1(CCN(CC1)CC1=CC=CC(=N1)C(=O)N1CC2(C3=CC(=CC=C13)NS(=O)(=O)C)CCC1(CC2)CC1)F